2-(benzo[d][1,3]dioxol-5-yloxy)-N-(1H-pyrazol-4-yl)-N-(thiophen-2-ylmethyl)acetamide O1COC2=C1C=CC(=C2)OCC(=O)N(CC=2SC=CC2)C=2C=NNC2